tert-butyl 4-[[cis-3-(hydroxymethyl)-1-oxo-3a,4-dihydro-3H-oxazolo[4,3-c][1,4]benzoxazin-7-yl]sulfonyl]piperazine-1-carboxylate OC[C@@H]1OC(N2[C@H]1COC1=C2C=CC(=C1)S(=O)(=O)N1CCN(CC1)C(=O)OC(C)(C)C)=O